(1S,2S,3S,5R)-3-((4-chlorophenyl)sulfonyl)-5-((E)-4-hydrazineylidene-4,7-dihydro-1H-pyrazolo[3,4-d]pyrimidin-1-yl)cyclopentane-1,2-diol ClC1=CC=C(C=C1)S(=O)(=O)[C@@H]1[C@H]([C@H]([C@@H](C1)N1N=CC\2=C1NC=N/C2=N/N)O)O